CC1=CC=2C3(C4=CC(=C(C=C4OC2C=C1N1CCCCC1)N1CCCCC1)C)NC(C1=CC=CC=C13)=O 2',7'-dimethyl-3',6'-bis(piperidin-1-yl)spiro[isoindoline-1,9'-xanthen]-3-one